7-cyano-4-(isopropylamino)-N-(tetrahydro-2H-pyran-4-yl)benzo[5,6][1,4]dioxino[2,3-b]pyridine-3-carboxamide C(#N)C=1C=CC2=C(OC=3C(=NC=C(C3NC(C)C)C(=O)NC3CCOCC3)O2)C1